6-(1H-indazol-6-yl)-N2-[(6-methyl-2-pyridinyl)methyl]-1,3,5-triazine-2,4-diamine N1N=CC2=CC=C(C=C12)C1=NC(=NC(=N1)NCC1=NC(=CC=C1)C)N